(S)-ethyl 2-(1-(tert-butoxycarbonyl) pyrrolidin-2-yl)-4-(4-((4-methylpyridin-2-yl) carbamoyl) phenyl)-1-(2,2,2-trifluoro-N-methylacetamido)-1H-imidazole-5-carboxylate C(C)(C)(C)OC(=O)N1[C@@H](CCC1)C=1N(C(=C(N1)C1=CC=C(C=C1)C(NC1=NC=CC(=C1)C)=O)C(=O)OCC)N(C(C(F)(F)F)=O)C